NC1=CC=CC(=N1)S(=O)(=O)NC(=O)C=1C(=NC(=CC1)C(C)(C)C)C1CCCC1 N-[(6-Amino-2-pyridyl)sulfonyl]-6-tert-butyl-2-cyclopentylpyridin-3-carboxamid